5-Pyrrolidin-1-yl-pyrazolo[1,5-a]pyrimidine-3-carboxylic acid N1(CCCC1)C1=NC=2N(C=C1)N=CC2C(=O)O